2,7-dimethylocta-1,3,7-triene CC(=C)C=CCCC(=C)C